CC1CCC2=C1C=C(C=1N2C=NN1)C(=O)NC=1OC=CN1 6-Methyl-N-(oxazol-2-yl)-7,8-dihydro-6H-cyclopenta[e][1,2,4]triazolo[4,3-a]pyridine-4-carboxamide